ClC=1C(=NC(=NC1)N)NC1=C(C=CC=C1)P(=O)(OC)OC (5-chloro-4-((2-(dimethylphosphono)phenyl)amino)pyrimidin-2-yl)ammonia